NC1=C(C(=O)NC(C)C)C=C(C=N1)C1=C(C=C(C=C1)NC(CC1=CN=CC2=CC=CC=C12)=O)C 2-amino-N-isopropyl-5-(4-(2-(isoquinolin-4-yl)acetamido)-2-methylphenyl)nicotinamide